OC(C)(C)C=1C=C(C(=O)N2CC3(C2)CC(C3)NC(=O)NCC3=CC=C(C=C3)OC)C=CC1 1-(2-(3-(2-hydroxypropan-2-yl)benzoyl)-2-azaspiro[3.3]heptan-6-yl)-3-(4-methoxybenzyl)urea